3-[3-[2-(3,4,5-trimethoxyanilino)pyrrolo[2,3-d]pyrimidin-7-yl]phenyl]propanenitrile COC=1C=C(NC=2N=CC3=C(N2)N(C=C3)C=3C=C(C=CC3)CCC#N)C=C(C1OC)OC